1-(4-((4-((2-fluoro-4-((2-(5-methylhexahydropyrrolo[3,4-c]pyrrol-2(1H)-yl)pyridin-4-yl)oxy)phenyl)amino)-7-methoxyquinazolin-6-yl)amino)piperidin-1-yl)prop-2-en-1-one FC1=C(C=CC(=C1)OC1=CC(=NC=C1)N1CC2CN(CC2C1)C)NC1=NC=NC2=CC(=C(C=C12)NC1CCN(CC1)C(C=C)=O)OC